C1(=CC(=CC=C1)C1=NC=CC=C1C=1C=C2C(=NC1)C=NN2)C 6-(2-m-Tolylpyridin-3-yl)-1H-pyrazolo[4,3-b]pyridin